N-(4-chloro-3-(5-fluoropyridin-2-yl)phenyl)-6-azabicyclo[3.1.1]heptane-6-carboxamide ClC1=C(C=C(C=C1)NC(=O)N1C2CCCC1C2)C2=NC=C(C=C2)F